3-butoxy-4,6-difluorodibenzo[B,d]thiophene C(CCC)OC=1C=CC2=C(SC3=C2C=CC=C3F)C1F